4-chloro-2,2-dimethylbutyric acid ethyl ester C(C)OC(C(CCCl)(C)C)=O